(R)-N-(5-((6-(3-([1,1'-biphenyl]-3-yl)isoxazolidin-2-yl)pyrimidin-4-yl)amino)-4-methoxy-2-(4-propylpiperazin-1-yl)phenyl)acrylamide C1(=CC(=CC=C1)[C@@H]1N(OCC1)C1=CC(=NC=N1)NC=1C(=CC(=C(C1)NC(C=C)=O)N1CCN(CC1)CCC)OC)C1=CC=CC=C1